2,2-bis-(4-hydroxypropoxyphenyl)-propane OCCCOC1=CC=C(C=C1)C(C)(C)C1=CC=C(C=C1)OCCCO